NC=1N=NN(C1)CCC[Si](OCC)(OCC)OCC 4-amino-1-[3-(triethoxysilyl)propyl]-1,2,3-triazole